terephthalic acid calcium zinc salt [Zn+2].[Ca+2].C(C1=CC=C(C(=O)[O-])C=C1)(=O)[O-].C(C1=CC=C(C(=O)[O-])C=C1)(=O)[O-]